1-methyl-4-(1-methylethenyl)cyclohexanol CC1(CCC(CC1)C(=C)C)O